N12C(CN(CC1)CC2)O 1,4-diazabicyclo[2.2.2]octan-2-ol